C1(=CC=CC=C1)S(=O)(=O)N1C=C(C2=CC=C(C=C12)OC)S(=O)(=O)Cl 1-(phenylsulfonyl)-6-methoxy-indole-3-sulfonyl chloride